4-[5-(3,5-Dichlorophenyl)-4,5-dihydro-5-(trifluoromethyl)-3-isoxazolyl]-2-methyl-N-(cis-1-oxido-3-thietanyl)-benzamid ClC=1C=C(C=C(C1)Cl)C1(CC(=NO1)C1=CC(=C(C(=O)NC2CS(C2)=O)C=C1)C)C(F)(F)F